N-(2-(piperidin-1-yl)ethyl)acetamide N1(CCCCC1)CCNC(C)=O